2-methyl-4-hydroxy-N-(2-pyridinyl)-2H-1,2-benzothiazine-3-carboxamide-1,1-dioxide CN1S(C2=C(C(=C1C(=O)NC1=NC=CC=C1)O)C=CC=C2)(=O)=O